NC=1C=2N(C=CN1)C(=NC2C2=C(C=C(C=C2)[C@](C)(C2=CC(=CC=C2)C(F)(F)F)O)OCC)[C@H]2CN1C(CC([C@@H]1CC2)(C)C)=O (6R,8aS)-6-[8-Amino-1-(2-ethoxy-4-{(1S)-1-hydroxy-1-[3-(trifluoromethyl)phenyl]ethyl}-phenyl)imidazo[1,5-a]pyrazin-3-yl]-1,1-dimethylhexahydroindolizin-3(2H)-on